C(C)(=O)N1C(/C(/NC(C1)=O)=C/C=1N=CN(C1C(C)C)CCCN1CCN(CC1)C(=O)OC(C)(C)C)=O (Z)-1-acetyl-3-((5-isopropyl-1-(3-(4-tert-butoxycarbonylpiperazin-1-yl)propyl)-1H-imidazol-4-yl)methylene)piperazine-2,5-dione